CN1N=C(C=C1C)NC1=NC=C(C(=N1)C1=CNC2=C(C=CC=C12)N1C(C2=NC=CC=C2C1)=O)C 6-(3-(2-((1,5-dimethyl-1H-pyrazol-3-yl)amino)-5-methylpyrimidin-4-yl)-1H-indol-7-yl)-5,6-dihydro-7H-pyrrolo[3,4-b]pyridin-7-one